triethoxysilyl-methyl-ethane thiosulfate S(=S)(=O)(O)O.C(C)O[Si](OCC)(OCC)C(C)C